COC(C1=CN=C(C=C1Cl)Cl)=O.C12(CC3CC(CC(C1)C3)C2)CC(=O)NC2=CC3=C(NC(=N3)CC3=CC=CC=C3)C=C2 2-(1-adamantyl)-N-(2-benzyl-1H-benzimidazol-5-yl)acetamide methyl-4,6-dichloronicotinate